ClC1=CC2=C(N(C(N=C2N2[C@H](CN(CC2)C(=O)OC(C)(C)C)C)=O)C2=C(C=NN2C(C)C)C)N=C1C1=C(C=CC=C1)F tert-butyl (S)-4-(6-chloro-7-(2-fluorophenyl)-1-(1-isopropyl-4-methyl-1H-pyrazol-5-yl)-2-oxo-1,2-dihydropyrido[2,3-d]pyrimidin-4-yl)-3-methylpiperazine-1-carboxylate